CNS(=O)(=O)C1=CC=C2CCNC2=C1 N-methylindolin-6-sulfonamide